(2-(((2-aminoethyl)(methyl)-amino)methyl)-3-(4,4-bis-(methoxymethyl)cyclohexyl)-6,7-dihydropyrazolo[1,5-a]-pyrazin-5(4H)-yl)(1-fluorocyclopropyl)methanone NCCN(C)CC1=NN2C(CN(CC2)C(=O)C2(CC2)F)=C1C1CCC(CC1)(COC)COC